fluorine acryl-carboxylate C(=O)(C=C)C(=O)O.[F]